C(C)N1CN(CC1)CC1=CC=C(C=C1)C=O 1-ethyl-3-(4-formylbenzyl)-4,5-dihydro-1H-imidazole